1-(4-((4-((2'-fluoro-4-methoxy-4'-methyl-[1,1'-biphenyl]-3-yl)amino)-7-methoxyquinazoline-6-yl)oxy)piperidin-1-yl)prop-2-en-1-one FC1=C(C=CC(=C1)C)C1=CC(=C(C=C1)OC)NC1=NC=NC2=CC(=C(C=C12)OC1CCN(CC1)C(C=C)=O)OC